tert-butyl ((3-(3-(4-chloro-2-methyl-2H-indazol-5-yl)-1-(tetrahydro-2H-pyran-2-yl)-1H-pyrazolo[3,4-b]pyrazin-6-yl)-7-(dimethylcarbamoyl)-3-azabicyclo[4.1.0]heptan-7-yl)methyl)carbamate ClC=1C2=CN(N=C2C=CC1C1=NN(C2=NC(=CN=C21)N2CC1C(C1CC2)(C(N(C)C)=O)CNC(OC(C)(C)C)=O)C2OCCCC2)C